FC1C(CN(CC1)C(=O)OCCCC)(O)CNC(=O)N1[C@H](C2=CC=CC=C2CC1)C1=CC=C(C=C1)F butyl 4-fluoro-3-(((S)-1-(4-fluorophenyl)-1,2,3,4-tetrahydroisoquinoline-2-carboxamido)methyl)-3-hydroxypiperidine-1-carboxylate